FC=1C=C2C(=CN=CC2=CC1)C=O 6-fluoroisoquinoline-4-carbaldehyde